3-(phenylthio)thiophene methyl-6-acetyl-3-(methylsulfonyl)picolinate COC(C1=NC(=CC=C1S(=O)(=O)C)C(C)=O)=O.C1(=CC=CC=C1)SC1=CSC=C1